3-(4-(2-(2-(2-(4-(2-(2,3-difluoro-6-(2-morpholinothiazol-4-yl)phenoxy)-ethyl)-1H-1,2,3-triazol-1-yl)ethoxy)-ethoxy)ethoxy)phenyl)piperidine-2,6-dione FC1=C(OCCC=2N=NN(C2)CCOCCOCCOC2=CC=C(C=C2)C2C(NC(CC2)=O)=O)C(=CC=C1F)C=1N=C(SC1)N1CCOCC1